CC=1N(C(=C2C(N(N=CC21)C2=NC=CC=C2)=O)C)C2=CC(=CC=C2)C(F)(F)F 5,7-Dimethyl-2-(pyridin-2-yl)-6-(3-(trifluoromethyl)phenyl)-2,6-dihydro-1H-pyrrolo[3,4-d]pyridazin-1-one